C(#N)C1=C(C=CC(=C1)C(F)(F)F)N1CCC(CC1)(C(=O)N)C1=CC=C(C=C1)C=1C(=NC=CC1)OCC 1-[2-cyano-4-(trifluoromethyl)phenyl]-4-[4-(2-ethoxypyridin-3-yl)phenyl]piperidine-4-carboxamide